BrC1=C(C=C(C(=O)O)C=C1)NCC(F)(F)F 4-bromo-3-((2,2,2-trifluoroethyl)amino)benzoic acid